4-(3,5-Dimethoxyphenyl)but-3-enoic acid COC=1C=C(C=C(C1)OC)C=CCC(=O)O